O=C1NC[C@H](N1)C(=O)OC methyl (4S)-2-oxoimidazolidine-4-carboxylate